O=C1N(C(C2=CC=CC=C12)=O)CCC#N 3-(1,3-dioxoisoindolin-2-yl)propionitrile